FC=1C(=NC=C(C1)F)C=1OC=C(N1)C(=O)O 2-(3,5-difluoro-2-pyridyl)oxazole-4-carboxylic acid